N-[5-(2,2-difluorocyclopentyl)-3-fluoropyridin-2-yl]-2-iodo-5-nitrobenzamide FC1(C(CCC1)C=1C=C(C(=NC1)NC(C1=C(C=CC(=C1)[N+](=O)[O-])I)=O)F)F